3-chloro-6-methyl-dibenzo[c,f][1,2]thiazepin-11(6H)-one-5,5-dioxide ClC1=CC2=C(C(C3=C(N(S2(=O)=O)C)C=CC=C3)=O)C=C1